C(CCC)[C@]1(CS(C2=C([C@@H](N1)C1=CC=CC=C1)C=CC(=C2)S(=O)(=O)O)(=O)=O)CC |r| (±)-trans-3-butyl-3-ethyl-2,3,4,5-tetrahydro-5-phenyl-1,4-benzothiazepine-8-sulfonic acid 1,1-dioxide